3-[5-(4-aminopiperidin-1-yl)-6-(3-fluoro-5-methylphenyl)-1,8-naphthyridin-3-yl]-2-hydroxybenzonitrile NC1CCN(CC1)C1=C2C=C(C=NC2=NC=C1C1=CC(=CC(=C1)C)F)C=1C(=C(C#N)C=CC1)O